C[C@]12CC(C[C@](CCC1)(N2)C)N(C2=CC=C(N=N2)C2=CC(=C(C=C2O)C2=CC=NC=C2)F)C 4-(4-(6-(((1R,3s,5S)-1,5-dimethyl-9-azabicyclo[3.3.1]nonan-3-yl)(methyl)amino)pyridazin-3-yl)-2-fluoro-5-hydroxyphenyl)pyridin